CC(CCC(CC)=O)=O 2,5-Heptandion